2-(1-(piperidin-4-ylmethyl)-1H-pyrazol-4-yl)quinoxaline 4-bromo-2,6-dimethylbenzylcarbamate BrC1=CC(=C(CNC(O)=O)C(=C1)C)C.N1CCC(CC1)CN1N=CC(=C1)C1=NC2=CC=CC=C2N=C1